ClC1=CC2=C(N(C(C(N2C)=O)=O)C2CCN(CC2)C2=NC=C(C=N2)COCC(=O)O)N=C1 2-((2-(4-(7-chloro-1-methyl-2,3-dioxo-2,3-dihydropyrido[2,3-b]pyrazine-4(1H)-yl)piperidin-1-yl)pyrimidin-5-yl)methoxy)acetic acid